CN(C(=O)OC=1C(=CC(=C(C1)SSC1=C(C=C(C(=C1)OC(N(C1=CC=CC=C1)C)=O)F)Cl)Cl)F)C1=CC=CC=C1 bis[5-(N-methyl-N-phenylcarbamoyloxy)-2-chloro-4-fluorophenyl] disulfide